The molecule is purine substituted on C-2, C-6 and N-9 with (3-hydroxypropyl)amino, benzylamino and isopropyl groups respectively; a synthetic, cell-permeable, cyclin-dependent kinase (CDK) inhibitor that is structurally similar to olomoucine and roscovitine. It has a role as an EC 2.7.11.22 (cyclin-dependent kinase) inhibitor. CC(C)N1C=NC2=C(N=C(N=C21)NCCCO)NCC3=CC=CC=C3